C(C)(C)(C)OC(=O)N1CCCC2=CC(=C(C=C12)C(F)F)NC(C)=O 6-acetamido-7-(difluoromethyl)-3,4-dihydroquinoline-1(2H)-carboxylic acid tert-butyl ester